1,4-BENZODIOXIN-2-CARBOXYLIC ACID O1C(=COC2=C1C=CC=C2)C(=O)O